1-(6-nitro-7-(4-(trifluoromethyl)phenyl)-3,4-dihydroisoquinolin-2(1H)-yl)prop-2-en [N+](=O)([O-])C=1C=C2CCN(CC2=CC1C1=CC=C(C=C1)C(F)(F)F)CC=C